N,N,2-trimethyl-8-(naphthalen-1-ylmethyl)-6-oxo-9-(3-(trifluoromethyl)phenyl)-3,4-dihydro-2H,6H-pyrido[1,2-e][1,2,5]thiadiazine-4-carboxamide 1,1-dioxide CN(C(=O)C1CN(S(C=2N1C(C=C(C2C2=CC(=CC=C2)C(F)(F)F)CC2=CC=CC1=CC=CC=C21)=O)(=O)=O)C)C